NC([C@H](CN(C(=O)C=1C=CC2=C(B(OC2)O)C1)CCC(C)C)NC(=O)C=1C=CC2=C(B(OC2)O)C1)=O (S)-N-(3-amino-2-(1-hydroxy-1,3-dihydrobenzo[c][1,2]oxaborole-6-carboxamido)-3-oxopropyl)-1-hydroxy-N-isopentyl-1,3-dihydrobenzo[c][1,2]oxaborole-6-carboxamide